C(C)(=O)C1=C(C=CC=C1)NC=O (2-acetylphenyl)formamide